1-methacryloyloxyethyl carbamate C(N)(OC(C)OC(C(=C)C)=O)=O